C(C)(C)(C)OC(=O)N1[C@H](CCC1)C(N)=O (R)-2-carbamoyl-pyrrolidine-1-carboxylic acid tert-butyl ester